2-cyano-7-(2-cyano-4-fluorophenyl)isoindoline-5-carboxylic acid amide C(#N)N1CC2=C(C=C(C=C2C1)C(=O)N)C1=C(C=C(C=C1)F)C#N